C(C)OC(C[C@H](NC(=O)NC=1C(N(C=CC1O)C)=O)C=1C=C(C=CC1)C1=C(C=C(C=C1)F)F)=O.[Cl-].[NH+]1=CNC=C1 3H-imidazol-1-ium chlorid ethyl-(S)-3-(2',4'-difluorobiphenyl-3-yl)-3-(3-(4-hydroxy-1-methyl-2-oxo-1,2-dihydropyridin-3-yl)ureido)propanoate